2-amino-3-methyl-3H-imidazo[4,5-f]-quinoxaline NC=1N(C=2C(=C3N=CC=NC3=CC2)N1)C